3-aminopyrazolo[1,5-a]pyridin-7-ol NC=1C=NN2C1C=CC=C2O